3-{2-[1-(trifluoromethyl)cyclopropyl]ethoxyl-1H-pyrazol-1-yl}-17λ6-thia-2,8,10,16,22-pentaazatetracyclo[16.3.1.15,8.09,14]tricosa-1(21),9,11,13,18(22),19-hexaene-15,17,17-trione FC(C1(CC1)CCOC1=NN(C=C1)C1NC2=CC=CC(S(NC(C3=CC=CN=C3N3CCC(C1)C3)=O)(=O)=O)=N2)(F)F